2-(Pyridin-3-yl)-N-{[1,2,4]triazolo[4,3-a]pyridin-3-yl}-1,3-benzoxazol-5-amine N1=CC(=CC=C1)C=1OC2=C(N1)C=C(C=C2)NC2=NN=C1N2C=CC=C1